tert-butyl 4-[3-cyano-4-(dimethylaminomethyleneamino)phenyl]piperazine-1-carboxylate C(#N)C=1C=C(C=CC1N=CN(C)C)N1CCN(CC1)C(=O)OC(C)(C)C